FC=1C(=C(C#N)C=CC1N1CCC(CC1)C1=CC=C(C=C1)N1CCC(CC1)C=O)C(F)(F)F 3-Fluoro-4-(4-(4-(4-formylpiperidin-1-yl)phenyl)piperidin-1-yl)-2-(trifluoromethyl)benzonitrile